[2H]C(N(CC(=O)O)S(=O)(=O)C1=CC=C(C=C1)[N+](=O)[O-])([2H])[2H] 2-(N-Trideuteromethyl-4-nitrobenzenesulfonylamino)acetic acid